C1(CC1)C1=C(C=C(C=C1)C(F)F)NC(=O)N1C[C@](CC1)(C1=NC=NS1)C1=CC(=C(C=C1)C)F |o1:17| (R or S)-N-(2-cyclopropyl-5-(difluoromethyl)phenyl)-3-(3-fluoro-4-methylphenyl)-3-(1,2,4-thiadiazol-5-yl)pyrrolidine-1-carboxamide